6-[4-(benzyloxy)-2-ethylphenyl]-1-(oxan-2-yl)-3-(trimethylstannyl)-1H-indazole C(C1=CC=CC=C1)OC1=CC(=C(C=C1)C1=CC=C2C(=NN(C2=C1)C1OCCCC1)[Sn](C)(C)C)CC